FC=1C=C(C=C(C1)F)C1CC=NN1C(=O)C12CC(C1)(C2)CN2C(C(C1=CC=CC=C21)(F)F)=O 1-((3-(5-(3,5-Difluorophenyl)-4,5-dihydro-1H-pyrazole-1-carbonyl)bicyclo-[1.1.1]pentan-1-yl)methyl)-3,3-difluoroindolin-2-one